CN1C=NC=C1C(=O)NC1=CC(=CC=C1)NC(C1=CC=C(C=C1)C)=O 1-Methyl-N-{3-[(4-methylbenzoyl)amino]phenyl}-1H-imidazole-5-carboxamide